C1(=CC=CC2=CC=CC=C12)CNC([C@@H](C)C(C(=O)N)CCCC(=O)N)=O ((S)-1-((naphthalen-1-ylmethyl)amino)-1-oxopropan-2-yl)adipamide